6-Chloro-1,2-dihydrospiro[indole-3,4'-piperidine]-1'-carboxylic Acid, Benzyl Ester ClC1=CC=C2C(=C1)NCC21CCN(CC1)C(=O)OCC1=CC=CC=C1